4-chloro-6-(1-(difluoromethyl)cyclopropyl)-2-methyl-2,6-dihydropyrido[3,4-d]pyridazine-1,7-dione ClC1=NN(C(C=2C1=CN(C(C2)=O)C2(CC2)C(F)F)=O)C